2-(6-(dodecyl(3-hydroxypropyl)amino)hexyl)-2-methylmalonate C(CCCCCCCCCCC)N(CCCCCCC(C(=O)[O-])(C(=O)[O-])C)CCCO